2,4,6-trimethyl-benzoyl-diphenylphosphine oxide CC1=C(C(=O)P(C2=CC=CC=C2)(C2=CC=CC=C2)=O)C(=CC(=C1)C)C